C1(=CC=CC=C1)C(C)O 1-phenylethyl alcohol